C(C)(C)(C)NC1=CC(=C2C(=N1)C=C(S2)C2=CC=NN2C2OCCCC2)NCCCN2CCC(CC2)(O)C 1-(3-((5-(tert-butylamino)-2-(1-(tetrahydro-2H-pyran-2-yl)-1H-pyrazol-5-yl)thieno[3,2-b]pyridin-7-yl)amino)propyl)-4-methylpiperidin-4-ol